ClC1=NC2=CC=C(C=C2C(=C1)NC1=CC=C(C=C1)[N+](=O)[O-])C(=O)NN 2-chloro-4-((4-nitrophenyl)amino)quinoline-6-carboxylic acid hydrazide